((2'S,6'R)-3',6'-dihydroxy-2',4',6'-trimethyl-7'-oxo-2',3',6',7'-tetrahydrospiro[cyclopropane-1,5'-inden]-2'-yl)methyl 4-nitrobenzoate [N+](=O)([O-])C1=CC=C(C(=O)OC[C@@]2(C=C3C([C@](C4(C(=C3C2O)C)CC4)(C)O)=O)C)C=C1